bis(methylcyclopentadienyl)bis[2,6-difluoro-3-(N-hexyl-2,2-dimethylpentanoylamino)phenyl]titanium CC1(C=CC=C1)[Ti](C1=C(C(=CC=C1F)N(CCCCCC)C(C(CCC)(C)C)=O)F)(C1=C(C(=CC=C1F)N(CCCCCC)C(C(CCC)(C)C)=O)F)C1(C=CC=C1)C